C1[C@H]([C@@H]([C@H]([C@@H]([C@H]1N)O[C@@H]2[C@@H]([C@H]([C@@H]([C@H](O2)CN)O)O)N)O)O)N.OS(=O)(=O)O.OS(=O)(=O)O The molecule is an aminoglycoside sulfate salt that is the sulfate salt of neamine; a component of neomycin sulfate. It contains a neamine.